4-(benzyloxy)-5-oxo-2-(3-oxo-1,1-diphenylprop-2-yl)-2,5-dihydropyridazine-3-carboxylic acid isopropyl ester C(C)(C)OC(=O)C=1N(N=CC(C1OCC1=CC=CC=C1)=O)C(C(C1=CC=CC=C1)C1=CC=CC=C1)C=O